FC(C=CC1C(C1C(=O)[O-])(C)C)(F)F 3-(3,3,3-trifluoro-1-propenyl)-2,2-dimethylcyclopropancarboxylat